N-[(9Z)-9-octadecen-1-yl]-1,3-propanediamine C(CCCCCCC\C=C/CCCCCCCC)NCCCN